Cl.C(C)OC1=NC(=NC=C1C(=O)NC1=CC2=CN(N=C2C=C1)C)N1CCNCC1 4-ethoxy-N-(2-methyl-2H-indazol-5-yl)-2-(piperazin-1-yl)pyrimidine-5-carboxamide hydrochloride